3-cyano-6-ethoxy-4-(6-(6-((6-methoxypyridin-3-yl)methyl)-3,6-diazabicyclo[3.1.1]hept-3-yl)pyridin-3-yl)-1H-pyrazolo[3',4':3,4]pyrazolo[1,5-a]pyridine C(#N)C1=NNC2=NN3C(C(=CC(=C3)OCC)C=3C=NC(=CC3)N3CC4N(C(C3)C4)CC=4C=NC(=CC4)OC)=C21